CS(=O)(=O)OCCOC1=CC(=CC(=C1)CCCCCCCCCCCCCCC)OC(CCCCCCCC)CCCCCCCC 2-(3-(heptadecan-9-yloxy)-5-pentadecylphenoxy)ethyl methanesulfonate